C(=O)[O-].C(CCCCCCCCCCCCCCCCC)N1C=[N+](C=C1)CCCCCCCCCCCCCCCCCC 1,3-dioctadecylimidazolium formate